CC1=CC(=C(C(=O)OC)C=C1)C=1NC(C(N1)(C(C)C)C)=O methyl 4-methyl-2-(4-methyl-5-oxo-4-propan-2-yl-1H-imidazol-2-yl)benzoate